CC=1C=C(SC1C)CNC 1-(4,5-bisMethylthiophen-2-yl)-N-methyl-methylamine